ClC=1C=C(C=CC1)C(=O)C1=CN=C(O1)C1=CC=CC=C1 (3-Chlorophenyl)(2-phenyloxazol-5-yl)methanone